1,3-Diazabicyclo[2.2.2]octane N12CNC(CC1)CC2